FC1=CC=C2C=C(COC2=C1F)C(=O)O 7,8-difluoro-2H-chromene-3-carboxylic acid